C1=C(C=C(C=C1I)I)Br 3,5-diiodobromobenzene